3-fluoro-4-((2s,4s)-2-(4-methyloxazol-2-yl)-6,9-dioxo-5-(4-(trifluoromethyl)benzyl)-5,8-diazaspiro[3.5]nonan-8-yl)benzonitrile FC=1C=C(C#N)C=CC1N1CC(N(C2(CC(C2)C=2OC=C(N2)C)C1=O)CC1=CC=C(C=C1)C(F)(F)F)=O